methyl (3R,6S)-1-(2-(2,3-dihydrobenzo[b][1,4]dioxin-6-yl)acetyl)-6-methylpiperidine-3-carboxylate O1C2=C(OCC1)C=C(C=C2)CC(=O)N2C[C@@H](CC[C@@H]2C)C(=O)OC